3-(5-methyl-1,3,4-thiadiazol-2-yl)isoxazolidine-2-carboxylic acid tert-butyl ester C(C)(C)(C)OC(=O)N1OCCC1C=1SC(=NN1)C